(1,8-dimethylimidazo[1,2-a]quinoxalin-4-yl)ethane-1,2-diamine CC1=CN=C2N1C1=CC(=CC=C1N=C2C(CN)N)C